COC(C1=C(C=C(C(=C1)I)OCC=C)F)=O 4-allyloxy-2-fluoro-5-iodo-benzoic acid methyl ester